C(=O)(C=1C(OC2=CC(=CC(=C2C1)C(=O)OC)C(=O)OC)=O)C=1C(OC2=CC(=CC(=C2C1)C(=O)OC)C(=O)OC)=O 3,3'-carbonyl-bis(5,7-dimethoxycarbonyl-coumarin)